ammonium perbromic acid Br(=O)(=O)(=O)O.[NH4+]